C(C)(C)(C)OC(=O)N(C(OC(C)(C)C)=O)CCOCC1=CC(=CC=C1)COCCOS(=O)(=O)C1=CC=C(C=C1)C tert-butyl N-(tert-butoxycarbonyl)-N-(2-[[3-([2-[(4-methylbenzenesulfonyl)oxy]ethoxy]methyl)phenyl]methoxy]ethyl)carbamate